N=1SN=C2C1C=CC=C2S(=O)(=O)NC=2SC(=C(C2C(=O)Cl)C)C 2-(benzo[c][1,2,5]thiadiazole-4-sulfonamido)-4,5-dimethylthiophene-3-carbonyl chloride